(S)-N-(3-(1-((2-ethyl-2H-pyrazolo[3,4-b]pyrazin-6-yl)amino)ethyl)-4-fluorophenyl)-6-(pyrrolidin-1-yl)nicotinamide C(C)N1N=C2N=C(C=NC2=C1)N[C@@H](C)C=1C=C(C=CC1F)NC(C1=CN=C(C=C1)N1CCCC1)=O